BrC=1C=CC2=C(C(=N[C@@H](C=3N2C=NC3C(=O)O)C)C3=NC=CC=C3)C1 (R)-8-bromo-4-methyl-6-(pyridin-2-yl)-4H-benzo[f]imidazo[1,5-a][1,4]diazepin-3-carboxylic acid